(S)-2-(3-((1-acryloylpyrrolidin-2-yl)methoxy)pyridin-4-yl)-3-((3-chloro-2-methoxyphenyl)amino)-1,5,6,7-tetrahydro-4H-pyrrolo[3,2-c]pyridin-4-one C(C=C)(=O)N1[C@@H](CCC1)COC=1C=NC=CC1C1=C(C=2C(NCCC2N1)=O)NC1=C(C(=CC=C1)Cl)OC